FC1=CC=C(C=C1C=1C(=C(C=CC1OC)OC)C1=CC(=CC=C1F)C1=NC=CC=C1)C1=NC=CC=C1 2,2'-(6,6''-difluoro-3',6'-dimethoxy-[1,1':2',1''-terphenyl]-3,3''-diyl)dipyridine